2-(6-piperazin-1-yl-pyridazin-3-yl)-5-pyrazol-1-yl-phenol N1(CCNCC1)C1=CC=C(N=N1)C1=C(C=C(C=C1)N1N=CC=C1)O